C1(CC1)OC1=NC=NC(=C1C1=NN(C2=NC(=CC=C21)NC(=O)[C@H]2[C@H](C2)F)COCC[Si](C)(C)C)OC (1S,2S)-N-[3-(4-cyclopropoxy-6-methoxypyrimidin-5-yl)-1-{[2-(trimethylsilyl)ethoxy]methyl}pyrazolo[3,4-b]pyridin-6-yl]-2-fluorocyclopropane-1-carboxamide